Tert-butyl (3,5,6,7-tetrahydro-2H-indeno[5,6-b]furan-4-yl)carbamate O1C2=C(CC1)C(=C1CCCC1=C2)NC(OC(C)(C)C)=O